2-(4-tert-butylphenoxy)ethyl 2-[1-[(4-methylphenyl)methyl]-5-oxopyrrolidin-2-yl]acetate CC1=CC=C(C=C1)CN1C(CCC1=O)CC(=O)OCCOC1=CC=C(C=C1)C(C)(C)C